2-(2-((5-bromo-1-isopropyl-1H-indazol-3-yl)(phenyl)methoxy)phenyl)acetic acid ethyl ester C(C)OC(CC1=C(C=CC=C1)OC(C1=CC=CC=C1)C1=NN(C2=CC=C(C=C12)Br)C(C)C)=O